COS(=O)(=O)[O-].OCC[NH2+]C Hydroxyethyl-Methyl-Ammonium Methyl-sulphate